BrC1=NC(=CC(=C1O)OC1C(CCCC1)OO)I 2-Bromo-4-((2-hydroxyoxycyclohexyl)oxy)-6-iodopyridin-3-ol